Bis(ethylcyclopentadienyl)Ruthenium(II) CCC1=[C-]CC=C1.CCC1=[C-]CC=C1.[Ru+2]